FC1=C(OC2=CC=C(C=N2)CN2C(C([C@@H]([C@@H]2C)O)(F)F)=O)C=CC(=C1)F (4R,5S)-1-{[6-(2,4-difluorophenoxy)pyridin-3-yl]methyl}-3,3-difluoro-4-hydroxy-5-methylpyrrolidin-2-one